COC1=C(OC2=CC=CC(=N2)S(=O)(=O)NC(=O)C=2C(=NC=CC2)N2C(CC(C2)C)(C)C)C(=CC=C1)OC N-[[6-(2,6-Dimethoxyphenoxy)-2-pyridyl]sulfonyl]-2-(2,2,4-trimethylpyrrolidin-1-yl)pyridin-3-carboxamid